(5-(difluoromethyl)pyrimidin-2-yl)-7-methyl-7H-pyrrolo[2,3-d]pyrimidin-4-amine FC(C=1C=NC(=NC1)C=1N=C(C2=C(N1)N(C=C2)C)N)F